tert-butyl [(1r,3r)-3-hydroxycyclobutyl]carbamate OC1CC(C1)NC(OC(C)(C)C)=O